1,3,4-tris(hydroxymethyl)-2,5-dioxoimidazoline OCN1C(N(C(C1=O)CO)CO)=O